O=S(C1=CC(=CC=C1)B1OC(C(O1)(C)C)(C)C)(C1=CC(=CC=C1)B1OC(C(O1)(C)C)(C)C)=NCC(=O)O 2-((oxobis(3-(4,4,5,5-tetramethyl-1,3,2-dioxaborolan-2-yl)phenyl)-λ6-sulfanylidene)amino)acetic acid